5-(2,2-dihydroxypiperazin-1-yl)-2,3-dihydro-1,4-benzodioxine OC1(N(CCNC1)C1=CC=CC=2OCCOC21)O